4-hydroxy-3,5-di-tert-butyl-benzyl alcohol OC1=C(C=C(CO)C=C1C(C)(C)C)C(C)(C)C